COC1=CC=C(CN2N=NN=C2NC2=NC(=CC(=C2)C(F)(F)F)C)C=C1 N-(1-(4-methoxybenzyl)-1H-tetrazol-5-yl)-6-methyl-4-(trifluoromethyl)pyridin-2-amine